N-((R)-1-(3-(difluoromethyl)-2-fluorophenyl)ethyl)-2-methyl-6-((R)-piperidin-3-yl)pyrido[3,4-d]pyrimidin-4-amine FC(C=1C(=C(C=CC1)[C@@H](C)NC=1C2=C(N=C(N1)C)C=NC(=C2)[C@H]2CNCCC2)F)F